S1C(=CC=C1)C[C@H](C)N (S)-1-(thiophen-2-yl)propan-2-amine